P(O)(=O)(OP(=O)(O)OP(=O)(O)O)OC[C@@H]1[C@H](C[C@@H](O1)N1C=CC=2C(=O)NC(N)=NC12)O 7-deaza-2'-deoxyguanosine 5'-triphosphate